(2S)-2-(4-(1H-indol-4-oxymethyl)benzyl)amino-propionamide N1C=CC=2C(=CC=CC12)OCC1=CC=C(CN[C@H](C(=O)N)C)C=C1